ClC1=C(C=C(C=C1)N1CC2(C1)CN(CC2)C(=O)N2C[C@@H]1[C@@H](OCC(N1)=O)CC2)C(F)(F)F (4aR,8aS)-6-(2-(4-chloro-3-(trifluoromethyl)phenyl)-2,6-diazaspiro[3.4]octane-6-carbonyl)hexahydro-2H-pyrido[4,3-b][1,4]oxazin-3(4H)-one